ClC=1C=C(C(=O)N2C(C3=CC=CC=C3C2(O)C2=CC(=CC=C2)Cl)=O)C=CC1 2-(3-chlorobenzoyl)-3-(3-chlorophenyl)-3-hydroxyisoindolin-1-one